C(C1=CC=CC=C1)(C1=CC=CC=C1)(C1=CC=CC=C1)ON=C(C)C acetone O-trityl oxime